(1-Hydroxyethyl)benzol OC(C)C1=CC=CC=C1